C=CC=CCCC=C 1,3,7-octatrien